tert-Butyl 1-benzyl-1,4,6,7-tetrahydro-5H-imidazo[4,5-c]pyridine-5-carboxylate C(C1=CC=CC=C1)N1C=NC=2CN(CCC21)C(=O)OC(C)(C)C